C(C)(=O)[O-].C(C)OCCCN1C=[N+](C=C1)CCCOCC 1,3-bis(3-ethoxypropyl)imidazolium acetate